O=C1NC(CC[C@@H]1N1C(C2=CC=C(C=C2C1)C1=NC=CC(=C1F)CN1C[C@@H]2[C@@H](C1)CN(C2)C(=O)OC(C)(C)C)=O)=O tert-butyl (3aS,6aS)-5-((2-(2-((S)-2,6-dioxopiperidin-3-yl)-1-oxoisoindolin-5-yl)-3-fluoropyridin-4-yl)methyl)hexahydropyrrolo[3,4-c]pyrrole-2(1H)-carboxylate